bis(4-hydroxyphenyl)-3,3,5-trimethylcyclohexane CC1CC(CC(C1)(C2=CC=C(C=C2)O)C3=CC=C(C=C3)O)(C)C